C(CC)(=O)C1=CC=C(C=C1)OB(O)O 4-propionylphenylboric acid